Palladium (0) tetrakis(triphenylphosphine) acetate C(C)(=O)O.C1(=CC=CC=C1)P(C1=CC=CC=C1)C1=CC=CC=C1.C1(=CC=CC=C1)P(C1=CC=CC=C1)C1=CC=CC=C1.C1(=CC=CC=C1)P(C1=CC=CC=C1)C1=CC=CC=C1.C1(=CC=CC=C1)P(C1=CC=CC=C1)C1=CC=CC=C1.[Pd]